methyl 2-(4-(benzyloxy)-3-methylphenyl)acetate C(C1=CC=CC=C1)OC1=C(C=C(C=C1)CC(=O)OC)C